COC1=CC=C(CN2C(CN(CC2)C2=CC=C(N=N2)C(=O)OC)=O)C=C1 methyl 6-(4-(4-methoxybenzyl)-3-oxopiperazine-1-yl)pyridazine-3-carboxylate